FC1=C(CN2N=C3C(=C2)[C@H](NC3=O)C)C=CC(=C1)F |r| (±)-2-(2,4-Difluorobenzyl)-4-methyl-4,5-dihydropyrrolo[3,4-c]pyrazol-6(2H)-one